1',1-bis(diphenylphosphino)ferrocene C1(=CC=CC=C1)P([C-]1C=CC=C1)C1=CC=CC=C1.[C-]1(C=CC=C1)P(C1=CC=CC=C1)C1=CC=CC=C1.[Fe+2]